OC1C2C=CC(C1)(C2)C(C)C 5-hydroxy-i-propylbicyclo[2.2.1]-hept-2-ene